(2S,3R,5R)-3-(((2-(2-(benzo[d][1,3]dioxol-5-yl)acetyl)hydrazinecarbonyl)oxy)methyl)-3-methyl-7-oxo-4-thia-1-azabicyclo[3.2.0]heptane-2-carboxylic acid 4,4-dioxide O1COC2=C1C=CC(=C2)CC(=O)NNC(=O)OC[C@]2([C@@H](N1C(C[C@H]1S2(=O)=O)=O)C(=O)O)C